6,7-difluoro-8-(5-fluoro-3-methyl-1H-indol-7-yl)-1,4,4,9-tetramethyl-5H-[1,2,4]triazolo[4,3-a]quinoxaline FC1=C2NC(C=3N(C2=C(C(=C1F)C=1C=C(C=C2C(=CNC12)C)F)C)C(=NN3)C)(C)C